(R)-1'-(2-(5-Amino-3-(3,5-difluoropyridin-2-yl)-1H-pyrazol-1-yl)acetyl)-6-chloro-5-fluorospiro[benzo[d][1,3]oxazine-4,3'-pyrrolidin]-2(1H)-one NC1=CC(=NN1CC(=O)N1C[C@@]2(CC1)C1=C(NC(O2)=O)C=CC(=C1F)Cl)C1=NC=C(C=C1F)F